C(SC(CC(=O)O)(C)C(=O)O)([S-])=S dicarboxylisopropyl trithiocarbonate